The molecule is an organophosphate oxoanion that is the dianion of L-galactose 1-phosphate arising from deprotonation of both OH groups of the phosphate. It has a role as a fundamental metabolite. It is a conjugate base of a L-galactose 1-phosphate. C([C@H]1[C@H]([C@H]([C@@H](C(O1)OP(=O)([O-])[O-])O)O)O)O